C(#N)C=1C=C(C=CC1OC)[C@@H]1CC[C@H](CC1)CN(C(=O)[C@@H]1CC[C@H](CC1)CC(=O)O)C1=CC(=CC=C1)C=1N=C(OC1)C1CC1 2-(trans-4-(((trans-4-(3-Cyano-4-methoxyphenyl)cyclohexyl)methyl)(3-(2-cyclopropyloxazol-4-yl)phenyl)carbamoyl)cyclohexyl)acetic acid